3-(5-(1H-imidazol-4-yl)-1-oxoisoindolin-2-yl)piperidine-2,6-dione TFA salt OC(=O)C(F)(F)F.N1C=NC(=C1)C=1C=C2CN(C(C2=CC1)=O)C1C(NC(CC1)=O)=O